bis(3-amino-4-hydroxyphenyl)hexafluoropropane NC=1C=C(C=CC1O)C(C(F)(F)F)(C(F)(F)F)C1=CC(=C(C=C1)O)N